(Z)-2-methylphenylacetic acid CC1=C(C=CC=C1)CC(=O)O